BrC=1C=C2N(N=CC(=C2N[C@H]2C[C@H](CC2)NC(OC(C)(C)C)=O)C(N)=NC2=C(C=C(C(=C2)F)O)Cl)C1 tert-butyl N-[(cis)-3-[[6-bromo-3-[N'-(2-chloro-5-fluoro-4-hydroxy-phenyl)carbamimidoyl]pyrrolo[1,2-b]pyridazin-4-yl]amino]cyclopentyl]carbamate